NCC1CC1 (aminomethyl)-cyclopropane